5-Chloro-N-(2-methoxy-3-(1-methyl-1H-pyrazol-4-yl)phenyl)-2-morpholinooxazolo[4,5-b]pyridine-6-carboxamide ClC1=C(C=C2C(=N1)N=C(O2)N2CCOCC2)C(=O)NC2=C(C(=CC=C2)C=2C=NN(C2)C)OC